C(#N)C1=C(OC=2C=C3C(N(C=NC3=CC2)CCN2CCN(CC2)C(=O)OC(C)(C)C)=O)C(=CC=C1NS(=O)(=O)N1C[C@@H](CC1)F)F tert-butyl 4-[2-[6-[2-cyano-6-fluoro-3-[[(3R)-3-fluoropyrrolidin-1-yl]sulfonylamino]phenoxy]-4-oxo-quinazolin-3-yl]ethyl]piperazine-1-carboxylate